CC1=C(C=2N(C=C1C1=CC3=C(N(C(N3)=O)[C@H]3CN(CCC3)CC3CCOCC3)C=C1C(C)C)N=CN2)C (R)-5-(7,8-dimethyl-[1,2,4]triazolo[1,5-a]pyridin-6-yl)-6-isopropyl-1-(1-((tetrahydro-2H-pyran-4-yl)methyl)piperidin-3-yl)-1,3-dihydro-2H-benzo[d]imidazol-2-one